3-(((5-phenyl-1,3,4-oxadiazol-2-yl)thio)propoxy)-2-(3,4,5-trimethoxyphenyl)-4H-chromen-4-one C1(=CC=CC=C1)C1=NN=C(O1)SCCCOC1=C(OC2=CC=CC=C2C1=O)C1=CC(=C(C(=C1)OC)OC)OC